ETHYL-3-PHENYLOXIRANE C(C)C1OC1C1=CC=CC=C1